C(C)(C)(C)OC(=O)N1CCN(CC1)C1=CC=C(N=N1)C(=O)O 6-[4-(tert-butoxycarbonyl)piperazin-1-yl]pyridazine-3-carboxylic acid